1-((4-hydroxy-3,3-dimethylpiperidin-4-yl)methyl)-N,N-dimethyl-6-oxo-4-phenyl-1,6-dihydropyridine-3-carboxamide hydrochloride Cl.OC1(C(CNCC1)(C)C)CN1C=C(C(=CC1=O)C1=CC=CC=C1)C(=O)N(C)C